2-((4-((S)-2-(4-chloro-2-(methoxy-d3)phenyl)-4-fluoro-2H-chromen-8-yl)piperidin-1-yl)methyl)-1-(((S)-oxetan-2-yl)methyl)-1H-benzo[d]imidazole-6-carboxylic acid ClC1=CC(=C(C=C1)[C@H]1OC2=C(C=CC=C2C(=C1)F)C1CCN(CC1)CC1=NC2=C(N1C[C@H]1OCC1)C=C(C=C2)C(=O)O)OC([2H])([2H])[2H]